C(C)(C)(C)OC(=O)N1CC=2C(CC1)=NN(C2Br)C 3-Bromo-2-methyl-4H,6H,7H-pyrazolo[4,3-c]pyridine-5-carboxylic acid tert-butyl ester